6-((1,4-dioxan-2-yl)methoxy)-3-ethyl-2-(4-(2-hydroxyethoxy)phenethyl)pyridin-4-ol O1C(COCC1)COC1=CC(=C(C(=N1)CCC1=CC=C(C=C1)OCCO)CC)O